3,9-dimethoxy-2,10-bis-[(trideuterio)-methoxy]-6,8,13,13a-tetrahydro-5H-isoquinolino[2,1-b]Isoquinoline COC1=CC=2CCN3CC=4C(=C(C=CC4CC3C2C=C1OC([2H])([2H])[2H])OC([2H])([2H])[2H])OC